CN1C(C2(OC3=C(C=C(C=C3)C)C23C(N(C2=CC=C(C=C32)C)C)=O)C3=CC(=CC=C13)C)=O 1,1'',5,5',5''-Pentamethyldispiro[indoline-3,2'-benzofuran-3',3''-indoline]-2,2''-dione